1,6-dimethylpiperidine-2,4-dione CN1C(CC(CC1C)=O)=O